FC1=C(C=CC(=C1)C(=O)N1CCN(CC1)C1=NC(=C(C=C1C)C)C)[C@@]1(C(NC(N1)=O)=O)C (R)-5-{2-fluoro-4-[4-(3,5,6-trimethylpyridin-2-yl)piperazine-1-carbonyl]phenyl}-5-methylimidazolidine-2,4-dione